O.O.O.[N+](=O)([O-])[O-].[Cu+2].[N+](=O)([O-])[O-] copper (ii) nitrate trihydrate